C1(=C(C=CC=C1)P(C1CCCCC1)C1CCCCC1)C1=CC=CC=C1 biphenyl-2-yl-dicyclohexylphosphine